CN(C)C(=CC1=CC=CC=C1)[Si]C=1C(N(C2=CC=CC=C2C1)C)NCCCO ((dimethylamino)styryl)-2-((3-hydroxypropyl)amino)-1-methylquinolinyl-silicon